perhydropyridazine N1NCCCC1